2-(2H-benzotriazol-2-yl)-4-methyl-phenol N=1N(N=C2C1C=CC=C2)C2=C(C=CC(=C2)C)O